C12CN(CC2C1)C1=CN=CC(=N1)NC(=O)C1(COC1)C1=NC=C(C=C1)N1C[C@@H](CCC1)NCC1CCC1 N-(6-(3-azabicyclo[3.1.0]hexan-3-yl)pyrazin-2-yl)-3-(5-((R)-3-((cyclobutylmethyl)amino)piperidin-1-yl)pyridin-2-yl)oxetane-3-carboxamide